C[C@]12CC(C[C@](CC1)(N2)C)N(C=2SC=1N=C(SC1N2)C2=NC=C(N=C2)N2N=CN=C2)C N-[(1R,3s,5S)-1,5-Dimethyl-8-azabicyclo[3.2.1]octan-3-yl]-N-methyl-5-[5-(1H-1,2,4-triazol-1-yl)pyrazin-2-yl][1,3]thiazolo[5,4-d][1,3]thiazol-2-amin